C(C)(=O)N1CCC2(CC(C2)NC(C2=CC(=CC=C2)CNC2=NC=C(C3=C2CCO3)C3=CC=NC=C3)=O)CC1 N-(7-acetyl-7-azaspiro[3.5]nonan-2-yl)-3-(((7-(pyridin-4-yl)-2,3-dihydrofuro[3,2-c]pyridin-4-yl)amino)methyl)benzamide